2-[2-(aminomethyl)-3,3-difluoro-allyl]-4-[[5-(1H-pyrazol-4-yl)-2-thienyl]methyl]-1,2,4-triazol-3-one NCC(CN1N=CN(C1=O)CC=1SC(=CC1)C=1C=NNC1)=C(F)F